tert-Butyl (2S,4R)-2-((3-bromo-4-fluorophenyl)carbamoyl)-4-fluoropyrrolidine-1-carboxylate BrC=1C=C(C=CC1F)NC(=O)[C@H]1N(C[C@@H](C1)F)C(=O)OC(C)(C)C